O[C@H](C(=O)O)C1=CC=CC=C1.C1(=CC=CC=C1)\C=C(/CC)\[C@H]1[C@@H](C1)N (1R,2S)-2-((E)-1-phenylbut-1-en-2-yl)cyclopropanamine (S)-2-hydroxy-2-phenylacetate